Cl.ClC1=C(C(=CC=C1Cl)F)C1(CNC1)NC=1C=CC=2N(C1)N=CC2 N-(3-(2,3-dichloro-6-fluorophenyl)azetidin-3-yl)pyrazolo[1,5-a]pyridin-6-amine hydrochloride